N1C([C@@](C(C(C1([2H])[2H])([2H])[2H])([2H])[2H])([2H])C1=CC=C(C=C1)N1N=C2C(=CC=CC2=C1)C(=O)N)([2H])[2H] |r| racemic-2-(4-(piperidin-3-yl-2,2,3,4,4,5,5,6,6-d9)phenyl)-2H-indazole-7-carboxamide